trideuteroacetonitrile [2H]C(C#N)([2H])[2H]